C(C)C(CC(OC(C(=O)N)CC(CCCC)CC)C(=O)N)CCCC bis(2-ethylhexyl)diglycolamide